FC1=NC=C(C=C1F)B1OC(C(O1)(C)C)(C)C 2,3-difluoro-5-(4,4,5,5-tetramethyl-1,3,2-dioxaborolan-2-yl)pyridine